ClC1=C(C=NC2=C(C=C(C=C12)Cl)Cl)S(=O)(=O)N1CCSCC1 4-[(4,6,8-trichloro-3-quinolinyl)sulfonyl]thiomorpholine